(S)-N-(6-(4-(1-naphthoyl)piperazin-1-yl)-5-(2-(2,4-difluorophenyl)acetamido)-6-oxohexyl)acrylamide C1(=CC=CC2=CC=CC=C12)C(=O)N1CCN(CC1)C([C@H](CCCCNC(C=C)=O)NC(CC1=C(C=C(C=C1)F)F)=O)=O